C1(CC1)C1=C(C=C2CCNCC2=C1)N 7-cyclopropyl-1,2,3,4-tetrahydroisoquinolin-6-amine